4-[4-[(2-bromophenyl)methyl]piperazin-1-yl]-N-[4-(2-phenylsulfanylethylamino)-3-(trifluoromethyl)phenyl]sulfonylbenzamide BrC1=C(C=CC=C1)CN1CCN(CC1)C1=CC=C(C(=O)NS(=O)(=O)C2=CC(=C(C=C2)NCCSC2=CC=CC=C2)C(F)(F)F)C=C1